2-((3,3-difluorocyclobutyl)amino)-6-(3,5-dimethyl-1H-pyrazol-1-yl)isonicotinic acid FC1(CC(C1)NC=1C=C(C(=O)O)C=C(N1)N1N=C(C=C1C)C)F